CN1CC(C1)(C)[C@](O)(C1=CC=C(C=C1)C(C)C)C=1C=NC=C(C1)CCC1=C(C=CC=C1)CO (R)-(1,3-dimethyl-azetidin-3-yl)-{5-[2-(2-hydroxymethyl-phenyl)-ethyl]-pyridin-3-yl}-(4-isopropyl-phenyl)-methanol